tert-Butyl 4-(2-((1-(3-(2,4-dioxotetrahydropyrimidin-1(2H)-yl)-4-(trifluoromethoxy)benzoyl)piperidin-4-yl)methoxy)ethyl)piperidine-1-carboxylate O=C1N(CCC(N1)=O)C=1C=C(C(=O)N2CCC(CC2)COCCC2CCN(CC2)C(=O)OC(C)(C)C)C=CC1OC(F)(F)F